tert-butyl 4-{2-[(4-bromopyridin-2-yl)carbamoyl]ethyl}-3-(hydroxymethyl)piperazine-1-carboxylate BrC1=CC(=NC=C1)NC(=O)CCN1C(CN(CC1)C(=O)OC(C)(C)C)CO